1,4-bis((2s,5r)-5-isopropyl-3,6-dimethoxy-2,5-dihydropyrazin-2-yl)but-2-ene benzyl-4-[1-[1-(2,6-dioxopiperidin-3-yl)-3-methyl-2-oxo-1,3-benzodiazol-5-yl]piperidin-4-yl]butanoate C(C1=CC=CC=C1)OC(CCCC1CCN(CC1)C1=CC2=C(N(C(N2C)=O)C2C(NC(CC2)=O)=O)C=C1)=O.C(C)(C)[C@H]1N=C([C@@H](N=C1OC)CC=CC[C@@H]1N=C([C@H](N=C1OC)C(C)C)OC)OC